4-methyl-3-oxopiperazin CN1C(CNCC1)=O